benzyl {1-tert-butyl-3-[(1S,3R)-3-{[(1-methylcyclopropyl)-carbamoyl]oxy}cyclopentyl]-1H-pyrazol-5-yl}carbamate C(C)(C)(C)N1N=C(C=C1NC(OCC1=CC=CC=C1)=O)[C@@H]1C[C@@H](CC1)OC(NC1(CC1)C)=O